BrC1=NC=C(C(=C1)B(O)O)F (2-bromo-5-fluoropyridin-4-yl)boronic acid